tert-butyl ((1s,4s)-4-(2-(6-(methoxymethoxy)-2,7-dimethyl-2H-indazol-5-yl)-4-methylpyrimidine-5-carboxamido)cyclohexyl)carbamate COCOC=1C(=CC2=CN(N=C2C1C)C)C1=NC=C(C(=N1)C)C(=O)NC1CCC(CC1)NC(OC(C)(C)C)=O